NC1=CC2=C(N(N=C2C(=C1C(=O)C1=C(C=CC(=C1)F)Cl)C#N)C)C=1N=CN(C1)C(C1=CC=CC=C1)(C1=CC=CC=C1)C1=CC=CC=C1 5-amino-6-[(2-chloro-5-fluorophenyl)carbonyl]-2-methyl-3-[1-(triphenylmethyl)imidazol-4-yl]indazol-7-carbonitrile